bi-phenyl-4-yl-phenyl-methanone C1(=CC=C(C=C1)C(=O)C1=CC=CC=C1)C1=CC=CC=C1